(E)-2-(4-chlorostyryl)-5-bromo-4-(4-fluorophenyl)thiazole ClC1=CC=C(/C=C/C=2SC(=C(N2)C2=CC=C(C=C2)F)Br)C=C1